O=C1NC(CCC1N1C(C2=CC=C(C=C2C1=O)OCC=O)=O)=O [2-(2,6-dioxo-3-piperidyl)-1,3-dioxo-isoindolin-5-yl]oxyacetaldehyde